3-(4-(5-chloro-3-fluoro-pyridin-2-yl)-1-(4-(difluoromethyl)benzyl)-3,6-dioxopiperazin-2-yl)bicyclo[1.1.1]pentane-1-carboxamide ClC=1C=C(C(=NC1)N1C(C(N(C(C1)=O)CC1=CC=C(C=C1)C(F)F)C12CC(C1)(C2)C(=O)N)=O)F